FC(C(=O)O)(F)F.FC(C(=O)O)(F)F.FC(C(=O)O)(F)F.FC(C(=O)O)(F)F.CN1CCN(CC1)C1=CC2=C(NC(=N2)C2=CC3=C(N=C(N3)C3=CC=C(OCCCN)C=C3)C=C2)C=C1 3-(4-(5-(4-methylpiperazin-1-yl)-1H,3'H-[2,5'-bibenzo[d]imidazol]-2'-yl)phenoxy)propan-1-amine tetrakis(2,2,2-trifluoroacetate)